2-(2-methoxyvinyl)-1,3-dimethylbenzene COC=CC1=C(C=CC=C1C)C